OC=1SC(=C(N1)C(NC1=C(C(=C(C(=C1F)F)C1=CC(=CC=C1)OC([2H])([2H])[2H])F)F)=O)C(=O)O 2-Hydroxy-4-((2,3,5,6-tetrafluoro-3'-(methoxy-d3)-[1,1'-biphenyl]-4-yl)carbamoyl)thiazole-5-carboxylic acid